(2-Ethoxy-2-oxo-ethoxy)carbonyloxymethyl (1aR,7bS)-5-fluoro-2-hydroxy-1a,7b-dihydro-1H-cyclopropa[c][1,2]benzoxaborinine-4-carboxylate FC1=C(C2=C([C@@H]3[C@H](B(O2)O)C3)C=C1)C(=O)OCOC(=O)OCC(=O)OCC